C(N)(OC1=NN(C(C(=C1)C(F)(F)F)=O)COCC[Si](C)(C)C)=O (6-oxo-5-(trifluoromethyl)-1-((2-(trimethylsilyl) ethoxy) methyl)-1,6-dihydropyridazin-3-yl) carbamate